[Si](C)(C)(C(C)(C)C)OCCCC1(N(CC(C1)F)C(=O)[O-])C(=O)[O-] 2-(3-((tert-butyldimethylsilyl)oxy)propyl)-4-fluoropyrrolidine-1,2-dicarboxylate